FC1=C(C=CC(=C1)F)NC(=O)N1C2CCC1CC=1C(=NC=CC12)F (±)-N-(2,4-difluorophenyl)-1-fluoro-6,7,8,9-tetrahydro-5H-5,8-epiminocyclohepta[c]-pyridine-10-carboxamide